N,N'-Bisformyl-N,N'-bis-(2,2,6,6-tetramethyl-4-piperidin-yl)-hexamethylendiamin C(=O)N(CCCCCCN(C1CC(NC(C1)(C)C)(C)C)C=O)C1CC(NC(C1)(C)C)(C)C